ClC=1C(=C(C=CC1F)N(C(=O)[C@H]1N(C(NC1)=O)C1=NC2=CC=CC=C2C(=C1)C(F)(F)F)C)F (S)-N-(3-chloro-2,4-difluorophenyl)-N-methyl-2-oxo-3-(4-(trifluoromethyl)quinolin-2-yl)imidazolidine-4-carboxamide